(R)-2-AMINO-2-METHYL-4-PENTENOIC ACID N[C@@](C(=O)O)(CC=C)C